C1(=CC=CC2=CC=CC=C12)P(C1=CC=CC2=CC=CC=C12)C1=CC=CC2=CC=CC=C12 Tri-1-naphthylphosphine